6-(butyl(3-(1,3-dioxoisoindolin-2-yl)-2-hydroxypropyl)amino)hexyl 2-hexyldecanoate C(CCCCC)C(C(=O)OCCCCCCN(CC(CN1C(C2=CC=CC=C2C1=O)=O)O)CCCC)CCCCCCCC